CC(CC1=CC=C(CN)C=C1)C 4-(2-methylpropyl)-benzylamine